C(C)(C)(C)OC(=O)N1CCC(CC1)OC1=CC=C(C=C1)N1CCOCC1 4-[4-(Morpholin-4-yl)phenoxy]piperidine-1-carboxylic acid tert-butyl ester